NC1=C(CNC(N1)=O)C#CCO 6-amino-5-(3-hydroxyprop-1-ynyl)-1,3-dihydropyrimidin-2-one